C(C)NS(=O)(=O)C1=C(C=CC(=C1)NC=1N(C=NC1)C(C)C)C1=CN=C(S1)[C@@H]1CC[C@H](CC1)NC(OC(C)C)=O isopropyl trans-N-[4-[5-[2-(ethylsulfamoyl)-4-[(3-isopropylimidazol-4-yl)amino]phenyl]thiazol-2-yl]cyclohexyl]carbamate